1-((3r,5r,7r)-adamantan-1-yl)-1-phenylethane C12(CC3CC(CC(C1)C3)C2)C(C)C2=CC=CC=C2